BrC=1N=CSC1CNCCO 2-(((4-bromothiazol-5-yl)methyl)amino)ethan-1-ol